4-Fluoro-1-isopropyl-6-(6-isopropyl-1H-pyrrolo[2,3-b]pyridin-3-yl)-2-methyl-1H-benzo[d]imidazole FC1=CC(=CC=2N(C(=NC21)C)C(C)C)C2=CNC1=NC(=CC=C12)C(C)C